BrC1=CC(=C(C=C1)I)C(C)C 4-bromo-1-iodo-2-(propan-2-yl)benzene